NC1=C(C(=C(S1)N)N)N tetraaminothiophene